C1(CC1)[C@H](C1=CC=2N(N=C1)C=C(N2)[C@H](C2CCC(CC2)(F)F)NC(OC(C)(C)C)=O)NC(CC21CC(C2)(C1)F)=O tert-butyl ((S)-(7-((R)-cyclopropyl(2-(3-fluorobicyclo[1.1.1]pentan-1-yl)acetamido)methyl)imidazo[1,2-b]pyridazin-2-yl)(4,4-difluorocyclohexyl)methyl)carbamate